[Ti].CC(CC(C)=O)=O.CC(CC(C)=O)=O bis(2,4-pentanedione) titanium